7-Ethoxy-2-methylimidazo[1,2-a]pyridine-6-carboxylic acid C(C)OC1=CC=2N(C=C1C(=O)O)C=C(N2)C